2-amino-3-((6-chloronaphthalen-2-yl)oxy)-1-(4-(2,5-dichlorophenyl)piperazin-1-yl)propan-1-one NC(C(=O)N1CCN(CC1)C1=C(C=CC(=C1)Cl)Cl)COC1=CC2=CC=C(C=C2C=C1)Cl